3-(4-tert-butylbenzoyl)-4-(trifluoromethyl)-1H-pyrazole-5-carboxylic acid ethyl ester C(C)OC(=O)C1=C(C(=NN1)C(C1=CC=C(C=C1)C(C)(C)C)=O)C(F)(F)F